5-(3-chloro-4-fluorophenyl)-3-[2-(3-fluoro-3-methylazetidin-1-yl)-2-oxoethyl]-3H,4H-thieno[2,3-d]pyrimidin-4-one ClC=1C=C(C=CC1F)C1=CSC=2N=CN(C(C21)=O)CC(=O)N2CC(C2)(C)F